CS(=O)(=O)OCCOC1=CC(=CC(=C1)CCCCCCCCCCCCCCC)OCCC#CCCCC 2-(3-(oct-3-yn-1-yloxy)-5-pentadecylphenoxy)ethyl methanesulfonate